5-(1-(adamantan-1-ylmethyl)-5-methyl-1H-pyrazol-4-yl)-3,3-dimethylindoline-4-carboxylic acid methyl ester COC(=O)C=1C=2C(CNC2C=CC1C=1C=NN(C1C)CC12CC3CC(CC(C1)C3)C2)(C)C